N-(2,6-dimethylphenyl)-6-hydroxypyridinamide CC1=C(C(=CC=C1)C)NC(=O)C1=NC(=CC=C1)O